(2S)-2-amino-3-{2-oxa-5-azaspiro[3.4]oct-7-yl}propionamide N[C@H](C(=O)N)CC1CNC2(COC2)C1